BrC=1C(=NC=C(C1C)Br)OC 3,5-dibromo-2-methoxy-4-methylpyridine